[N+](=[N-])=C(C(=O)OCCCCC)C1(CCSCC1)O butylmethyl 2-diazo-2-(4-hydroxytetrahydro-2H-thiopyran-4-yl)acetate